C(CCC(=O)O)(=O)O.CN(C1C(N(C(C1)=O)[C@@H](C(=O)NCC1=C(C=CC=C1)F)C)=O)C (2R)-2-(3-(dimethylamino)-2,5-dioxopyrrolidin-1-yl)-N-(2-fluorobenzyl)propanamide succinate